tert-Butyl N-[[3-[5-benzyloxy-1-(4-fluoro-3-methyl-phenyl)-2-isopropyl-indol-3-yl]cyclobutanecarbonyl]-amino]carbamate C(C1=CC=CC=C1)OC=1C=C2C(=C(N(C2=CC1)C1=CC(=C(C=C1)F)C)C(C)C)C1CC(C1)C(=O)NNC(OC(C)(C)C)=O